Methyl 2-((5-bromo-4-methoxy-2-nitrophenyl)thio)acetate BrC=1C(=CC(=C(C1)SCC(=O)OC)[N+](=O)[O-])OC